tert-butyl (S)-3-((8-(trifluoromethyl)quinolin-5-yl)amino)pyrrolidine-1-carboxylate FC(C=1C=CC(=C2C=CC=NC12)N[C@@H]1CN(CC1)C(=O)OC(C)(C)C)(F)F